C(CCC=CCCCCCCC)(=O)[O-].[Zn+2].C(CCC=CCCCCCCC)(=O)[O-] zinc 4-dodecenate